CC=1OC(=C(N1)C)C1=CC(=C(C=C1)NC=1N=CC2=C(N1)C(=NC(=C2)C)NC2CCOCC2)OC N2-(4-(2,4-dimethyloxazol-5-yl)-2-methoxyphenyl)-6-methyl-N8-(tetrahydro-2H-pyran-4-yl)pyrido[3,4-d]pyrimidine-2,8-diamine